CC1=CC(=NC=C1OC1=CC(=C2C(=N1)N(C=N2)C)NC=2C=NN(C2)C)C#N 4-methyl-5-[3-methyl-7-[(1-methylpyrazol-4-yl)amino]imidazo[4,5-b]pyridin-5-yl]oxy-pyridine-2-carbonitrile